O[C@@H](CC(=O)[O-])CCCCCCC (3R)-3-hydroxydecanoate